N1=CC=CC2=CC(=CC=C12)CN1C(C(=C(C1=O)C1=CC=C(C=C1)C(F)(F)F)C#CC1=CC=CC=C1)=O 1-(quinolin-6-ylmethyl)-3-(phenylethynyl)-4-(4-(trifluoromethyl)phenyl)-1H-pyrrole-2,5-dione